4-((tetrahydro-2H-pyran-4-yl)methyl)piperazin-2-one O1CCC(CC1)CN1CC(NCC1)=O